C(C1=CC=CC=C1)N1C=2C=CC(=CC2C=2C=C3C(=C(C12)C)C=CN=C3)OCCNC(OC(C)(C)C)=O tert-butyl (2-((6-benzyl-5-methyl-6H-pyrido[4,3-b]carbazol-9-yl)oxy)ethyl)carbamate